[Cl-].CC=1C=2C3=C([S+](C1)C1=CC=CC=C1)C=CC=C3C=C3C=CC=CC32 1-Methyl-3-phenylanthra[1,9-bc]thiopyran-3-ium chloride